O[C@@]1(CC[C@@H]2[C@H]3CC[C@]4([C@H]([C@@H]3CC[C@@H]2C1)C[C@H]4C(=O)NC4=CC=CC=C4)C)C (1R,2aS,2bR,4aR,6R,8aS,8bR,10aS)-6-hydroxy-6,10a-dimethyl-N-phenylhexadecahydrocyclobuta[a]phenanthrene-1-carboxamide